5-acetyl-4-(5-(cyclopropylcarbamoyl)benzo[b]thiophen-3-yl)-2,6-dimethyl-1,4-dihydro-pyridine-3-carboxylic acid methyl ester COC(=O)C1=C(NC(=C(C1C=1C2=C(SC1)C=CC(=C2)C(NC2CC2)=O)C(C)=O)C)C